2-(hydroxymethyl)cycloocta-1,3,5,7-tetraenoic acid OCC1=C(C=CC=CC=C1)C(=O)O